N1=C(C=CC=C1)CCCCCCCCCCCCCl pyridinelauryl chloride